(E)-3,3-dimethylcyclohexylideneacetaldehyde CC1(C\C(\CCC1)=C\C=O)C